4-[(4-chloro-2-pyrimidinyl)amino]benzonitrile ClC1=NC(=NC=C1)NC1=CC=C(C#N)C=C1